NCCCOCCOCCOCCCNCCN1CCN(CC1)CCCOCCOCCOCCCN 3-(2-(2-(3-aminopropoxy)ethoxy)ethoxy)-N-(2-(4-(3-(2-(2-(3-aminopropoxy)ethoxy)ethoxy)propyl)piperazin-1-yl)ethyl)propan-1-amine